C[C@H]1[C@H]([C@H]([C@@H]([C@@H](O1)O[C@@H]2[C@H]([C@@H](O[C@@H]([C@H]2O[C@H]3[C@@H]([C@H]([C@H]([C@H](O3)CO)O)O[C@@H]4[C@@H]([C@H]([C@H]([C@H](O4)CO)O)O)NC(=O)C)O[C@H]5[C@H]([C@@H]([C@@H]([C@@H](O5)C)O)O)O)CO)O[C@H]6[C@H]([C@H](O[C@H]([C@@H]6O)O)CO)O)NC(=O)C)O)O)O The molecule is a branched amino hexasaccharide consisting of the trisaccharide beta-D-galactosyl-(1->4)-N-acetyl-beta-D-glucosaminyl-(1->3)-beta-D-galactose where the galactosyl residue at the non-reducing end has alpha-L-fucosyl and N-acetyl-alpha-D-galactosaminylresidues attached at the 2- and 3-positions respectively and the glucosaminyl residue has an alpha-L-fucosyl attached at the 3-position. It is an amino hexasaccharide, a galactosamine oligosaccharide and a glucosamine oligosaccharide.